C(=O)(O)CNC(=O)OC1=C(C=2C=C3C(=NC2C=C1)C1=CC2=C(C(N1C3)=O)COC([C@]2(O)CC)=O)C[NH+](C)C 1-((S)-9-(((carboxymethyl)carbamoyl)oxy)-4-ethyl-4-hydroxy-3,14-dioxo-3,4,12,14-tetrahydro-1H-pyrano[3',4':6,7]indolizino[1,2-b]quinolin-10-yl)-N,N-dimethylmethanaminium